BrC1=NC=C(C(=C1)C1=C(C=NC(=C1)C)C(=O)NC=1SC(=NN1)OC1CCC(CC1)O)OC(F)F 2'-bromo-5'-(difluoromethoxy)-N-(5-(((1r,4r)-4-hydroxycyclohexyl)oxy)-1,3,4-thiadiazol-2-yl)-6-methyl-(4,4'-bipyridine)-3-carboxamide